4-(4-methylpiperazin-1-yl)benzeneboronic acid pinacol ester CN1CCN(CC1)C1=CC=C(C=C1)B1OC(C)(C)C(C)(C)O1